2-(2-chloropyridin-3-yl)-1-(7-fluoro-3-methyl-5-(2-((1-methyl-1H-pyrazol-5-yl)amino)pyridin-4-yl)indolin-1-yl)ethan-1-one ClC1=NC=CC=C1CC(=O)N1CC(C2=CC(=CC(=C12)F)C1=CC(=NC=C1)NC1=CC=NN1C)C